2,4,6-trifluoro-N-[3-(1-methylpiperidin-4-yl)-1,2-dihydrobenzimidazol-5-yl]benzamide FC1=C(C(=O)NC2=CC3=C(NCN3C3CCN(CC3)C)C=C2)C(=CC(=C1)F)F